O[C@](CSC)(C)[C@@H]1CN(CCC1)C(=O)OCC1=CC=CC=C1 |&1:1| benzyl (3S)-3-[(2RS)-2-hydroxy-1-(methylsulfanyl)propan-2-yl]piperidine-1-carboxylate